(9H-Fluoren-9-yl)methyl 2-(((2S,3S)-1-(tert-butoxy)-3-methyl-1-oxopentan-2-yl)carbamoyl)hydrazine-1-carboxylate C(C)(C)(C)OC([C@H]([C@H](CC)C)NC(=O)NNC(=O)OCC1C2=CC=CC=C2C=2C=CC=CC12)=O